FC1=CC=2N(C=C1)C(=CN2)C2=C1CNC(C1=C(C=C2)NC2=NC=C(C=C2)N2CCC(CC2)(OC)CO)=O 4-(7-fluoroimidazo[1,2-a]pyridin-3-yl)-7-((5-(4-(hydroxymeth-yl)-4-methoxypiperidin-1-yl)pyridin-2-yl)amino)isoindolin-1-one